5-Benzyloxy-4,6-dibromo-1H-indole-2-carboxylic acid C(C1=CC=CC=C1)OC=1C(=C2C=C(NC2=CC1Br)C(=O)O)Br